diethyl disuccinate C(CCC(=O)[O-])(=O)OCC.C(CCC(=O)[O-])(=O)OCC